3-methylbutylboronic acid CC(CCB(O)O)C